C(CCC)ONC1=NC(=NC(=N1)N)N butoxymelamine